BrC1=C2C=CC(=CC2=CC=C1)CN1C=CC2=C(C=CC(=C12)C(=O)NC1CC2(CCC2)C1)F (Ra)-6-(1-((5-Bromonaphthalin-2-yl)methyl)-4-fluoro-1H-indol-7-carboxamido)spiro[3.3]-heptan